ON=C(C1=CC=C(C=C1)C(=O)N1CCN(CC1)C1=NC2=CC=CC=C2C(N1)=O)N N'-Hydroxy-4-[4-(4-oxo-3H-quinazolin-2-yl)piperazine-1-carbonyl]benzamidine